5,6-dimethylbenzene CC=1C=CC=CC1C